CC12C(C(C(CC1)C2(C)C)=CC2=CC=C(C=C2)C)=O l(+/-)-1,7,7-trimethyl-3-[(4-methylphenyl)methylene]bicyclo-[2.2.1]heptan-2-one